BrC=1C=NC=C(C1NC1CC1)[N+](=O)[O-] 3-Bromo-N-cyclopropyl-5-nitropyridin-4-amine